3-bromo-5-chloro-2-fluorobenzaldehyde BrC=1C(=C(C=O)C=C(C1)Cl)F